9,9',9''-(6-(4-(9H-carbazol-9-yl)phenyl)-4-(tert-butyl)pyridine-2,3,5-triyl)tris(9H-carbazole-3,6-dicarbonitrile) C1=CC=CC=2C3=CC=CC=C3N(C12)C1=CC=C(C=C1)C1=C(C(=C(C(=N1)N1C2=CC=C(C=C2C=2C=C(C=CC12)C#N)C#N)N1C2=CC=C(C=C2C=2C=C(C=CC12)C#N)C#N)C(C)(C)C)N1C2=CC=C(C=C2C=2C=C(C=CC12)C#N)C#N